ClC1=C2CNCC2=CC=C1C1=NNC2=NC(=CN=C21)N2CCC(CC2)(N)C 1-[3-(4-chloro-2,3-dihydro-1H-isoindol-5-yl)-1H-pyrazolo[3,4-b]pyrazin-6-yl]-4-methylpiperidin-4-amine